propanediol mononitrate [N+](=O)([O-])OC(CC)O